2-[[4-[1-methyl-4-(4-pyridyl)pyrazol-3-yl]phenoxy]methyl]quinoline-4-carboxylic acid dihydrochloride Cl.Cl.CN1N=C(C(=C1)C1=CC=NC=C1)C1=CC=C(OCC2=NC3=CC=CC=C3C(=C2)C(=O)O)C=C1